(+/-)-N-((3S,4R)-3-fluoro-1-methylpiperidin-4-yl)-2-(5-(((3-(methylsulfonyl)phenyl)amino)methyl)-1,3,4-oxadiazol-2-yl)-1-(2,2,2-trifluoroethyl)-1H-indol-4-amine F[C@H]1CN(CC[C@H]1NC=1C=2C=C(N(C2C=CC1)CC(F)(F)F)C=1OC(=NN1)CNC1=CC(=CC=C1)S(=O)(=O)C)C |r|